FC(C(=O)O)(F)F.CN(C=1C=C(C=CC1)NC1=NC=C(C(=N1)NC=1C=CC2=C(NC(O2)=O)C1)C)C 5-[2-(3-Dimethylamino-phenylamino)-5-methyl-pyrimidin-4-ylamino]-3H-benzooxazol-2-one trifluoroacetate salt